ethyldicyclohexyl-phosphine C(C)P(C1CCCCC1)C1CCCCC1